ClC1=C(C(=CC=C1)OC(F)F)C1=CC(=NC=C1C(=O)NC=1SC(=NN1)OC)C 4-(2-chloro-6-(difluoromethoxy)phenyl)-N-(5-methoxy-1,3,4-thiadiazol-2-yl)-6-methylnicotinamide